(3S,4R,8R,9S)-3,4-dihydroxy-N-(4-methoxyphenyl)-9-[4-(2-phenylethynyl)phenyl]-1,6-diazabicyclo[6.2.0]decane-6-carboxamide O[C@H]1CN2C[C@@H]([C@@H]2CN(C[C@H]1O)C(=O)NC1=CC=C(C=C1)OC)C1=CC=C(C=C1)C#CC1=CC=CC=C1